O=C1N(CC2=CC(=CC=C12)C1CCC(CC1)N1CC(C1)OC1CCNCC1)C1C(NC(CC1)=O)=O 3-(1-oxo-5-((1r,4r)-4-(3-(piperidin-4-yloxy)azetidin-1-yl)cyclohexyl)isoindolin-2-yl)piperidine-2,6-dione